ClC1=CC=C(C=C1)[C@@]1(N(C(C2=CC(=CC=C12)[C@@](CO)(C)O)=O)CC1=NC=C(C=C1)Cl)OC (R)-3-(4-chlorophenyl)-2-((5-chloropyridin-2-yl)methyl)-6-((R)-1,2-dihydroxypropan-2-yl)-3-methoxyisoindolin-1-one